3-(2-methoxyethoxy)cyclohexan-1-amine hydrogen chloride Cl.COCCOC1CC(CCC1)N